FC(C(=O)O)(F)F.BrC1=CC=C(C(=N1)NC(=O)[C@H]1N[C@@H]2C[C@@]2(C1)CNC(CCCC=C)=O)C (1R,3S,5R)-N-(6-Bromo-3-methylpyridin-2-yl)-5-(hex-5-enamidomethyl)-2-azabicyclo[3.1.0]hexane-3-carboxamide Trifluoroacetic Acid Salt